BrC1=C(C=CC(=C1C)Cl)NC(C(F)(F)F)=O N-(2-bromo-4-chloro-3-methylphenyl)-2,2,2-trifluoroacetamide